5-(8-(3-acrylamidophenyl)quinazolin-6-yl)-N-(3-cyclopropylphenyl)pyridinecarboxamide C(C=C)(=O)NC=1C=C(C=CC1)C=1C=C(C=C2C=NC=NC12)C=1C=CC(=NC1)C(=O)NC1=CC(=CC=C1)C1CC1